1-phenyl-2-methyl-1,2,3,4-tetrahydroisoquinoline C1(=CC=CC=C1)C1N(CCC2=CC=CC=C12)C